5-bromo-N-[4-(3-chloro-4-cyano-phenoxy)cyclohexyl]pyridine-2-carboxamide BrC=1C=CC(=NC1)C(=O)NC1CCC(CC1)OC1=CC(=C(C=C1)C#N)Cl